9-((5-((trimethylsilyl)ethynyl)pyrazin-2-yl)methyl)-3,9-diazaspiro[5.5]undecane-3-carboxylic acid tert-butyl ester C(C)(C)(C)OC(=O)N1CCC2(CC1)CCN(CC2)CC2=NC=C(N=C2)C#C[Si](C)(C)C